dimethylsilylene(cyclopentadiene) C[Si](=C1C=CC=C1)C